2-[5-[(6,7-Difluoro-4-methylsulfanyl-1H-indol-5-yl)oxy]-2-fluoro-phenyl]-1H-imidazol FC1=C(C(=C2C=CNC2=C1F)SC)OC=1C=CC(=C(C1)C=1NC=CN1)F